N-(5-(5-(difluoromethyl)-1,2,4-oxadiazol-3-yl)-2,3-dihydro-1H-inden-1-yl)-3-methylisoxazole-5-carboxamide FC(C1=NC(=NO1)C=1C=C2CCC(C2=CC1)NC(=O)C1=CC(=NO1)C)F